N-(3-Chloro-5-(2-(3-(2,2,2-trifluoroethoxy)-5-(trifluoromethoxy)phenyl)propan-2-yl)phenyl)-5-(2-(methylsulfonyl)propan-2-yl)benzo[b]thiophen-2-carboxamid ClC=1C=C(C=C(C1)C(C)(C)C1=CC(=CC(=C1)OC(F)(F)F)OCC(F)(F)F)NC(=O)C1=CC2=C(S1)C=CC(=C2)C(C)(C)S(=O)(=O)C